CC1=CC=C(C=C1)S(=O)(=O)O.BrC1=C(C(=O)C=2C=C3C=4CC(CCC4NC3=CC2)CN(CC)CC)C=CC=C1 6-(2-bromobenzoyl)-3-(diethyl)aminomethyl-1,2,3,4-tetrahydro-9H-carbazole p-toluenesulfonate